(2R,5R)-2-Isopropyl-5-methyl-2-((trimethylsilyl)peroxy)cyclohexan-1-one C(C)(C)[C@]1(C(C[C@@H](CC1)C)=O)OO[Si](C)(C)C